1-chloro-7,7-dimethyl-6,7-dihydro-5H-cyclopenta[d]pyridazine ClC1=NN=CC2=C1C(CC2)(C)C